[5-[3-chloro-6-fluoro-2-[2-[4-(trifluoromethyl) phenyl] ethyl] phenyl]-1,3-dimethyl-6-oxo-pyridazin-4-yl] 2-methylpropionate CC(C(=O)OC=1C(=NN(C(C1C1=C(C(=CC=C1F)Cl)CCC1=CC=C(C=C1)C(F)(F)F)=O)C)C)C